7-amino-3-(2-chloro-6-methyl-phenyl)-1-(4-piperidyl)-4H-pyrido[4,3-d]pyrimidin-2-one NC1=CC=2N(C(N(CC2C=N1)C1=C(C=CC=C1C)Cl)=O)C1CCNCC1